FCOC=1C(=C(C(=O)OC)C=CC1)[N+](=O)[O-] methyl 3-(fluoromethoxy)-2-nitro-benzoate